9,9-dimethyl-8-oxo-2-(pyridazin-3-yl)-2-azaspiro[4.5]dec-6-ene-7-carbonitrile CC1(C(C(=CC2(CCN(C2)C=2N=NC=CC2)C1)C#N)=O)C